(S*)-3-Ethyl-N5,N7-dimethyl-3-phenyl-2,3-dihydrobenzofuran-5,7-dicarboxamide C(C)[C@]1(COC2=C1C=C(C=C2C(=O)NC)C(=O)NC)C2=CC=CC=C2 |o1:2|